3-((3-(7-((5-methyl-1H-pyrazol-3-yl)amino)-1,6-naphthyridin-5-yl)-3-azabicyclo[3.2.1]oct-8-yl)amino)propionitrile CC1=CC(=NN1)NC1=NC(=C2C=CC=NC2=C1)N1CC2CCC(C1)C2NCCC#N